5-(2-fluoro-6-hydroxy-3-(piperidin-4-ylethynyl)phenyl)-1,2,5-thiadiazolidin-3-one 1,1-dioxide FC1=C(C(=CC=C1C#CC1CCNCC1)O)N1CC(NS1(=O)=O)=O